C(C)(C)(C)OC(=O)N[C@@H](CC1=CC=C(C=C1)NS(=O)(=O)O)C=1SC=C(N1)C1=CC=CC=C1 (S)-4-(2-(tert-butoxycarbonylamino)-2-(4-phenylthiazol-2-yl)ethyl)-phenylaminosulfonic acid